C(C)NC(=O)NC1=NC2=C(N1)C=CC(=C2)C2=C(C=CC(=C2)CC2=NNC(C1=CC=CC=C21)=O)F 1-ethyl-3-(5-(2-fluoro-5-((4-oxo-3,4-dihydrophthalazin-1-yl)methyl)phenyl)-1H-benzimidazol-2-yl)urea